C12CN(CC(CC1)N2)CCN2C(CCC1=CC=CC=C21)=O 1-(2-(3,8-Diazabicyclo[3.2.1]octan-3-yl)ethyl)-3,4-dihydroquinolin-2(1H)-one